8-(1-(tetrahydro-2H-pyran-2-yl)-1H-pyrazol-3-yl)-1,7-naphthyridin-4-ol O1C(CCCC1)N1N=C(C=C1)C=1N=CC=C2C(=CC=NC12)O